C(C1=CC=CC=C1)OC1=C(C=CC=C1)C1=CCC(CC1)OCC1C2(CCOC(N2)=O)CCCN1C(=O)[O-] 7-[({4-[2-(benzyloxy)phenyl]cyclohex-3-en-1-yl}oxy)methyl]-2-oxo-3-oxa-1,8-diazaspiro[5.5]undecane-8-carboxylate